OC1=CC=C(C=C1O)C(C)O 4,5-dihydroxyphenylethanol